C(C=C)[C@@](N)(C)C(=O)O |o1:3| (S) or (R)-α-allylalanine